3,3''-Didodecylquaterthiophene C(CCCCCCCCCCC)C=1C(SCC1)=C1SC=CC1=C1SC=CC1(C=1SC=CC1)CCCCCCCCCCCC